C1(CC1)CC(CC(=O)C1=CC=C(C=C1)F)=O 4-cyclopropyl-1-(4-fluorophenyl)butane-1,3-dione